NC=1N=C(SC1C(=O)C1=CC(=NO1)C(=O)NC1(CCC1)C)N(C1=CC(=C(C=C1)F)F)[C@@H](C(=O)N)C |r| rac-5-[4-amino-2-(N-(2-amino-1-methyl-2-oxo-ethyl)-3,4-difluoro-anilino)thiazole-5-carbonyl]-N-(1-methylcyclobutyl)isoxazole-3-carboxamide